4-methylphenylsulfonium trifluoromethansulfonat FC(S(=O)(=O)[O-])(F)F.CC1=CC=C(C=C1)[SH2+]